5-((1r,4s)-4-(3-bromo-2-methylphenoxy)cyclohexyl)pentan-2-one BrC=1C(=C(OC2CCC(CC2)CCCC(C)=O)C=CC1)C